CN1N=CC(=C1C)C1=NN=C(O1)C(=O)N1[C@H](C2=C(CC1)NC=N2)C2=NN1C(C(=CC=C1)C)=C2 (R)-(5-(1,5-dimethyl-1H-pyrazol-4-yl)-1,3,4-oxadiazol-2-yl)(4-(4-methylpyrazolo[1,5-a]pyridin-2-yl)-6,7-dihydro-1H-imidazo[4,5-c]pyridin-5(4H)-yl)methanone